N,N'-bis(4-butylphenyl)-N,N'-bis(phenyl)-biphenyldiamine C(CCC)C1=CC=C(C=C1)N(C1=C(C=CC=C1N(C1=CC=CC=C1)C1=CC=C(C=C1)CCCC)C1=CC=CC=C1)C1=CC=CC=C1